ClC=1C=CC=C(C1N)C1=CC=CC(=C1N)Cl 5,5'-dichloro-6,6'-diaminobiphenyl